perfluoromethoxyvinylether FC(=C(OC(F)(F)F)F)OC(=C(F)OC(F)(F)F)F